(2-(trifluoromethyl)quinoxalin-6-yl)ethan-1-one FC(C1=NC2=CC=C(C=C2N=C1)C(C)=O)(F)F